C(C#CC)(=O)N1[C@H](CN(CC1)S(=O)(=O)C)C=1C=C(C=C(C1)Cl)C1=CC(=NC=C1)NC(C)=O (S)-N-(4-(3-(1-(but-2-ynoyl)-4-(methylsulfonyl)piperazin-2-yl)-5-chlorophenyl)pyridin-2-yl)acetamide